(2R,3R)-benzyl 3-methoxy-2-methyl-3-((S)-pyrrolidin-2-yl)propanoate hydrochloride Cl.CO[C@H]([C@H](C(=O)OCC1=CC=CC=C1)C)[C@H]1NCCC1